ClC=1C=C(C=C(C1)OC(C)C)C=1C(=NN(C1C(=O)O)C=1SC(=C(N1)C1=CC(=C(C=C1)Cl)Cl)SC(C)C)C 4-(3-chloro-5-isopropoxyphenyl)-1-(4-(3,4-dichlorophenyl)-5-(isopropylsulfanyl)thiazol-2-yl)-3-methyl-1H-pyrazole-5-carboxylic acid